N-Acetyl-DL-β-phenylalanine C(C)(=O)N[C@@H](C1=CC=CC=C1)CC(=O)O |r|